CC1=C(SC=C1C(=O)O)C(=O)O 3-methyl-2,4-thiophenedicarboxylic acid